3-((2-(N,N-DiBocamino)ethyl)oxy)aniline C(=O)(OC(C)(C)C)N(C(=O)OC(C)(C)C)CCOC=1C=C(N)C=CC1